13-((tert-butyldiphenylsilyl)oxy)-N-methoxy-N-methyltridecanamide [Si](C1=CC=CC=C1)(C1=CC=CC=C1)(C(C)(C)C)OCCCCCCCCCCCCC(=O)N(C)OC